CC1=CC(=NC=N1)C1=CC(=NN1)C(=O)N1C2(CC2)C[C@@H](CC1)C(=O)NC1CCC2(CCO2)CC1 (R)-4-(5-(6-methylpyrimidin-4-yl)-1H-pyrazole-3-carbonyl)-N-(1-oxaspiro[3.5]nonan-7-yl)-4-azaspiro[2.5]octane-7-carboxamide